4,4'-bis(3-Trifluoromethyl-4-aminophenoxy)biphenyl FC(C=1C=C(OC2=CC=C(C=C2)C2=CC=C(C=C2)OC2=CC(=C(C=C2)N)C(F)(F)F)C=CC1N)(F)F